2-(2-chlorophenyl)-N-((2-(2,6-dioxopiperidin-3-yl)-1-oxoisoindolin-5-yl)methyl)-2,2-difluoroacetamide ClC1=C(C=CC=C1)C(C(=O)NCC=1C=C2CN(C(C2=CC1)=O)C1C(NC(CC1)=O)=O)(F)F